p-vinylphenyl-N,N,N-trimethylammonium hydroxide [OH-].C(=C)C1=CC=C(C=C1)[N+](C)(C)C